bisphosphine phosphite P(O)(O)O.P.P